7-Ethyl-5-(3-methylpiperazin-1-yl)-2,3-dihydro-1,4-benzodioxine C(C)C=1C=C(C2=C(OCCO2)C1)N1CC(NCC1)C